2,2'-(((3,3'-Dichloro-[4,4'-bipyridine]-2,2'-diyl)bis(2-fluoro-6-methoxy-4,1-phenylene))bis(methylene))bis(2,6-diazaspiro[3.4]octan-7-one) ClC=1C(=NC=CC1C1=C(C(=NC=C1)C1=CC(=C(C(=C1)OC)CN1CC2(C1)CNC(C2)=O)F)Cl)C2=CC(=C(C(=C2)OC)CN2CC1(C2)CNC(C1)=O)F